di-tert-butyl-tin C(C)(C)(C)[Sn]C(C)(C)C